trihydroxymethane hydrochloride Cl.OC(O)O